bis-chloro-isophthalamide ClC1=CC(=C(C=C1C(=O)N)C(=O)N)Cl